6-bromo-7-hydroxy-1-methyl-4-[4-(5-methyl-1,3-benzoxazol-2-yl)piperidin-1-yl]-2-oxo-1,2-dihydroquinoline-3-carboxamide BrC=1C=C2C(=C(C(N(C2=CC1O)C)=O)C(=O)N)N1CCC(CC1)C=1OC2=C(N1)C=C(C=C2)C